C1(=C(C(=CC(=C1)C)C)S(=O)(=O)ONC(OC(C)(C)C)=O)C tert-butyl ((mesitylsulfonyl)oxy)carbamate